C(CC(C)C)N1C(C=2C(C1=O)=CC=CC2)=O N-isoamyl-phthalimide